FC=1C(=CC(=NC1)OC)C(C(=O)O)C 2-(5-Fluoro-2-methoxypyridin-4-yl)propionic acid